COC(C1=C(N=CC(=C1C)Cl)OC1=C(C=C(C=C1)C#N)OC)=O 5-chloro-2-(4-cyano-2-methoxyphenoxy)-4-methylnicotinic acid methyl ester